C1(=CC=CC=C1)N1C2=CC=CC=C2C=2C=C(C=CC12)C1=CC=2N(C3=CC=CC=C3C2C=C1)C1=CC=C(C=C1)C1=NC2=C3C(=C4C(=C2N=C1)C=CC=C4)C=CC=C3 2-{4-[2-(N-phenyl-9H-carbazol-3-yl)-9H-carbazol-9-yl]phenyl}dibenzo[f,h]quinoxaline